C(C)(C)(C)C=1C=C(C=C(C1O)C(C)(C)C)C=1C=CC=CC1 3-(3,5-di-tert-butyl-4-hydroxyphenyl)benzene